6-(1-methyl-1H-pyrazol-4-yl)-N-(2-morpholinyl-5-(piperidin-1-yl)thiazolo[4,5-b]pyridin-6-yl)pyridinecarboxamide CN1N=CC(=C1)C1=CC=CC(=N1)C(=O)NC=1C=C2C(=NC1N1CCCCC1)N=C(S2)N2CCOCC2